ClC=1C(=C(C=CC1)N1CCN(CC1)C(C)C)[N+](=O)[O-] 1-(3-chloro-2-nitrophenyl)-4-isopropylpiperazine